NC1=NC=2C=NC(=CC2C2=C1COC2)C(=O)N2[C@@H](COC[C@@H]2C=2C=NC(=CC2)OC(C)C)C (4-amino-1,3-dihydrofuro[3,4-c][1,7]naphthyridin-8-yl)((3R,5S)-3-methyl-5-(6-(2-propyloxy)-3-pyridinyl)-4-morpholinyl)methanone